tert-butyl (S)-3-((8-chloroquinolin-6-yl)amino)pyrrolidine-1-carboxylate ClC=1C=C(C=C2C=CC=NC12)N[C@@H]1CN(CC1)C(=O)OC(C)(C)C